(S)-5-(2-((2-fluoro-3-(trifluoromethoxy)phenyl)amino)-2-oxoacetyl)-N-((S)-3-oxo-1-((S)-2-oxopyrrolidin-3-yl)-4-(trifluoromethoxy)butan-2-yl)-5-azaspiro[2.4]heptane-6-carboxamide FC1=C(C=CC=C1OC(F)(F)F)NC(C(=O)N1CC2(CC2)C[C@H]1C(=O)N[C@@H](C[C@H]1C(NCC1)=O)C(COC(F)(F)F)=O)=O